CC(=CC1=CC(=CC(=C1)O)O)C=CC1=CC=CC=C1 2-methyl-1-(3',5'-dihydroxyphenyl)-4-phenyl-1,3-butadiene